N1C=C(C=2C1=NC=CC2)C=O 1H-pyrrolo[2,3-b]pyridine-3-aldehyde